5-neopentyloxypentylamine C(C(C)(C)C)OCCCCCN